1-(2-fluorocyclopropane-1-carbonyl)-1,2,3,6-tetrahydropyridin FC1C(C1)C(=O)N1CCC=CC1